(5R,6R)-3-(5-bromo-1H-indol-3-yl)-5,6-diphenyl-5,6-dihydropyrazin-2(1H)-one BrC=1C=C2C(=CNC2=CC1)C=1C(N[C@@H]([C@H](N1)C1=CC=CC=C1)C1=CC=CC=C1)=O